(S)-5-(3-aminopiperidine-1-carboxamido)-1-(2-((2-(3-chloro-2-fluorophenylmethylamino)-2-oxoethyl)(cyclopropyl)amino)-2-oxoethyl)-1H-indazole-3-carboxamide N[C@@H]1CN(CCC1)C(=O)NC=1C=C2C(=NN(C2=CC1)CC(=O)N(C1CC1)CC(=O)NCC1=C(C(=CC=C1)Cl)F)C(=O)N